N-(4,4-bis((methoxymethoxy)methyl)-7-(trifluoromethyl)-4H-chromeno[4,3-d]thiazol-2-yl)-4,6-dimethoxypyrimidine-5-carboxamide COCOCC1(OC=2C=C(C=CC2C=2N=C(SC21)NC(=O)C=2C(=NC=NC2OC)OC)C(F)(F)F)COCOC